5-((2-(1H-1,2,4-triazol-1-yl)pyridin-4-yl)oxy)pyridin-2-amine N1(N=CN=C1)C1=NC=CC(=C1)OC=1C=CC(=NC1)N